C(C(C([2H])([2H])[2H])([2H])C=1C(=C(C(=O)N)C=CC1)C(C([2H])([2H])[2H])(C([2H])([2H])[2H])[2H])([2H])([2H])[2H] bis(propan-2-yl-d7)benzamide